ClC1=C(CCN(C(CC[C@@H](C(=O)N(C)OC)NC([C@H](CC2CCCCC2)NC(OCC2=CC(=CC=C2)Cl)=O)=O)=O)C)C=CC=C1 3-Chlorobenzyl ((S)-1-(((S)-5-((2-chlorophenethyl)(methyl)amino)-1-(methoxy(methyl)amino)-1,5-dioxopentan-2-yl)amino)-3-cyclohexyl-1-oxopropan-2-yl)carbamate